BrC1=NC=C(N=C1Br)Cl 2,3-dibromo-5-chloropyrazine